CC=1C=C(C=CC1)C(CCO)O 1-(3-methylphenyl)-1,3-propanediol